O=C1N[C@H]2[C@@H](N1)CSC2CCCCC(=O)ON2C(C(CC2=O)SOOO)=O 2,5-dioxo-3-(trioxidanylthio)pyrrolidin-1-yl 5-((3aS,6aR)-2-oxohexahydro-1H-thieno[3,4-d]imidazol-4-yl)pentanoate